C(C)(C)(C)OC(=O)N1CC2CCC(C1)N2C=2SC1=C(N2)C(=CC(=C1)C(=O)O)C#N 2-(3-(tert-butoxycarbonyl)-3,8-diazabicyclo[3.2.1]octan-8-yl)-4-cyanobenzo[d]thiazole-6-carboxylic acid